5-(tert-butyl)-10,11-dimethoxy-2-oxo-1,2,5,6-tetrahydropyrido[2',1':2,3]imidazo[4,5-h]quinoline-3-carboxylic acid C(C)(C)(C)C1C=2C=C(C(NC2C2=C(C1)N1C(=N2)C(=C(C=C1)OC)OC)=O)C(=O)O